CC1=C(C=CC=C1C)C1=C(C=C2C(=N1)C(=NN2)C=2C=NN(C2)C2CCN(CC2)C(=O)OC)OC methyl 4-(4-(5-(2,3-dimethylphenyl)-6-methoxy-1H-pyrazolo[4,3-b]pyridin-3-yl)-1H-pyrazol-1-yl)piperidine-1-carboxylate